3-(3-(cyclopropyl(4-methyl-4H-1,2,4-triazol-3-yl)methyl)phenyl)-7-fluoro-8-methyl-6-(((S)-3-methylpiperidin-1-yl)methyl)-4H-chromen-4-one C1(CC1)C(C=1C=C(C=CC1)C1=COC2=C(C(=C(C=C2C1=O)CN1C[C@H](CCC1)C)F)C)C1=NN=CN1C